N'2,N'7-Bis(pyridin-6-ylmethylene)-1,8-naphthyridine-2,7-dicarbohydrazide N1=CC=CC=C1C=NNC(=O)C1=NC2=NC(=CC=C2C=C1)C(=O)NN=CC1=CC=CC=N1